NN1C(=NC(=C1C(=O)N)C1=CC=C(C=C1)C(NC1=NC=CC(=C1)CC)=O)[C@H]1CNCCC1 (R)-1-amino-4-(4-((4-ethylpyridin-2-yl)carbamoyl)Phenyl)-2-(piperidin-3-yl)-1H-imidazole-5-carboxamide